(±)-(4-amino-2-((methylsulfinyl)methyl)phenethyl)carbamic acid tert-butyl ester C(C)(C)(C)OC(NCCC1=C(C=C(C=C1)N)C[S@](=O)C)=O |r|